CN([C@H]([C@H](C)NC1=NN2C(C3=CC=CC=C13)=NN=C2C)C2=CC=C(C(=O)O)C=C2)C 4-((1S,2S)-1-(dimethylamino)-2-((3-methyl-[1,2,4]triazolo[3,4-a]phthalazin-6-yl)amino)propyl)benzoic acid